OCCNC(=O)C=1C(=NN2C1C=C(C=C2)OCC2=NC=CC=C2)C N-(2-hydroxyethyl)-2-methyl-5-[(pyridin-2-yl)methoxy]pyrazolo[1,5-a]pyridine-3-carboxamide